ClC=1C(=C(CNC(CN(C(CN2N=C(C3=CC=CC=C23)C(=O)N)=O)CCC(C)C)=O)C=CC1)F 1-(2-((2-((3-chloro-2-fluorobenzyl)amino)-2-oxoethyl)(isopentyl)amino)-2-oxoethyl)-1H-indazole-3-carboxamide